6-[[1-(Trifluoromethyl)cyclopropyl]methoxy]-2-azaspiro[3.3]heptane FC(C1(CC1)COC1CC2(CNC2)C1)(F)F